2-(N-(3-cyano-4,5,6,7-tetrahydrobenzo[b]thiophen-2-yl)-1-naphthamido)acetic acid C(#N)C=1C2=C(SC1N(C(=O)C1=CC=CC3=CC=CC=C13)CC(=O)O)CCCC2